O(C1=CC=CC=C1)C1C(CCCC1)(C(=O)O)C phenoxy-1-methylcyclohexane-1-carboxylic acid